methyl-1-(4-methylthiophenyl)-2-morpholinopropan-1-one CC(C(=O)C=1SC=C(C1)C)(C)N1CCOCC1